4,6-difluoro-7-propyl-dibenzothiophene FC1=CC=CC2=C1SC1=C2C=CC(=C1F)CCC